O=C1CC(N1)C(=O)NC1=CC(=CC=C1)OC1=CC(=CC=C1)C(F)(F)F 4-oxo-N-(3-(3-(trifluoromethyl)phenoxy)phenyl)azetidine-2-carboxamide